dibutyltin isooctyl-dithioacetate C(CCCCC(C)C)SC(C)=S.C(CCC)[Sn]CCCC